B(C1=CC=C(C=C1)C2CCC(CC2)CCC)(O)O [4-(TRANS-4-N-PROPYLCYCLOHEXYL)PHENYL]BORONIC ACID